FC1=C(CC2=NC3=C(N2C2COCC2(C)C)C=C(C=C3F)C(=O)O)C=C(C(=C1)C1=NC(=CC=C1)OCC=1SC(=CN1)C(F)(F)F)F 2-(2,5-difluoro-4-(6-((5-(trifluoromethyl)thiazol-2-yl)methoxy)pyridin-2-yl)benzyl)-1-(4,4-dimethyltetrahydrofuran-3-yl)-4-fluoro-1H-benzo[d]imidazole-6-carboxylic acid